5-[4-amino-5-(trifluoromethyl)pyrrolo[2,1-f][1,2,4]triazin-7-yl]-N-[(3R,4S)-1-cyclopentanecarbonyl-4-fluoropyrrolidin-3-yl]-4-fluoro-2-methylbenzamide NC1=NC=NN2C1=C(C=C2C=2C(=CC(=C(C(=O)N[C@@H]1CN(C[C@@H]1F)C(=O)C1CCCC1)C2)C)F)C(F)(F)F